(2R,4S)-N-((S)-1-((4-carbamimidoylbenzyl)amino)-1-oxopropan-2-yl)-4-phenoxypyrrolidine-2-carboxamide bis-trifluoroacetate FC(C(=O)O)(F)F.FC(C(=O)O)(F)F.C(N)(=N)C1=CC=C(CNC([C@H](C)NC(=O)[C@@H]2NC[C@H](C2)OC2=CC=CC=C2)=O)C=C1